C([O-])([O-])=O.[Ce+3].C([O-])([O-])=O.C([O-])([O-])=O.[Ce+3] cerium carbonate salt